3-hydroxy-1-propynyl-iodine OCC#CI